C(C)(C)(C)OC(=O)N(C1=CC(=CC(=N1)C(=O)OC)Br)C(=O)OC(C)(C)C methyl 6-(bis(tert-butoxycarbonyl) amino)-4-bromopicolinate